4-({[4-(trifluoromethyl)pyridin-2-yl]methyl}amino)benzaldehyde FC(C1=CC(=NC=C1)CNC1=CC=C(C=O)C=C1)(F)F